2-chloropyridine-3-carboxylic acid ClC1=NC=CC=C1C(=O)O